4-((4-Fluorophenyl)sulfonyl)-3-(2-(imidazo[1,2-b]pyridazin-6-ylsulfanyl)ethyl)-3,4-dihydroquinoxalin-2(1H)-one FC1=CC=C(C=C1)S(=O)(=O)N1C(C(NC2=CC=CC=C12)=O)CCSC=1C=CC=2N(N1)C=CN2